NC1=NC2=CC=C(C=C2C=C1C)C(=O)N(CC1=CC=C(C=C1)N1CCCCC1)CC1(CC1)C#N 2-amino-N-((1-cyanocyclopropyl)methyl)-3-methyl-N-(4-(1-piperidinyl)benzyl)-6-quinolinecarboxamide